O=C1NC(CCC1NC=1C=C(C(=O)N2CCC(CC2)CN2CCC(CC2)N2N=CC=C2)C=CC1)=O 1-(1-((1-(3-((2,6-dioxopiperidin-3-yl)amino)benzoyl)piperidin-4-yl)methyl)piperidin-4-yl)-1H-pyrazol